C1(CCCC1)N1[C@@H](C(N(C=2C=NC(=NC12)NC1=C(C=C(C(=O)NC2CC(C2)OC2CCNCC2)C=C1)OC)C)=O)CC 4-[[(7R)-8-cyclopentyl-7-ethyl-5-methyl-6-oxo-7H-pteridin-2-yl]amino]-3-methoxy-N-[3-(4-piperidyloxy)cyclobutyl]benzamide